[Cl-].C(CCCCCCCCCCCCCCCCCCC)[N+](C)(C)C icosyl-trimethyl-ammonium chloride